[Si](C1=CC=CC=C1)(C1=CC=CC=C1)(C(C)(C)C)OCCCCCCCCCCCN 11-((tert-butyldiphenylsilyl)oxy)undecan-1-amine